phospho-oxygen P(=O)(=O)[O]